FC1=C(C(=CC=C1)O)C1=C(C(=NC=2C=C(CCC12)C1=C(N=CS1)C)N1CC2(CN(C2)C(C=C)=O)CC1)C#N (P)-4-(2-fluoro-6-hydroxyphenyl)-7-(4-methyl-1,3-thiazol-5-yl)-2-(2-(2-propenoyl)-2,6-diazaspiro[3.4]octan-6-yl)-5,6-dihydro-3-quinolinecarbonitrile